CC1=CC=C(C=C1)S(=O)(=O)O.N(CCO)(CCO)CCO triethanolamine para-toluenesulfonate